1-[5-(5-chloro-2-methoxypyridin-4-yl)-1H-pyrazole-3-carbonyl]-N-[(3-fluorooxetan-3-yl)methyl]piperidine-4-carboxamide ClC=1C(=CC(=NC1)OC)C1=CC(=NN1)C(=O)N1CCC(CC1)C(=O)NCC1(COC1)F